C1(CC1)N1C(C2=C(C=C1C(F)(F)F)N=C(N2C)C2=C(C=C(C=N2)OC(C#N)(C)C)S(=O)(=N)CC)=O 2-[[6-[5-cyclopropyl-3-methyl-4-oxo-6-(trifluoromethyl)imidazo[4,5-c]pyridin-2-yl]-5-(ethylsulfonimidoyl)-3-pyridyl]oxy]-2-methyl-propanenitrile